(2R,3S)-2-(2,4-difluorophenyl)-3-(4-chloro-5-fluoropyrimidin-4-yl)-1-(1H-1,2,4-triazol-1-yl)-2-butanol FC1=C(C=CC(=C1)F)[C@@](CN1N=CN=C1)([C@H](C)C1(NC=NC=C1F)Cl)O